C12CN(CC2C1)C1=NC2=C(C=C(C=C2C(N1C)=O)C)[C@H](C)NC=1C(=NC(=CC1)Cl)C(=O)N 3-(((1S)-1-(2-(3-azabicyclo[3.1.0]hexan-3-yl)-3,6-dimethyl-4-oxo-3,4-dihydroquinazolin-8-yl)ethyl)amino)-6-chloropicolinamide